(1S,2R)-N1-cyano-N2-((R)-(4-isopropylphenyl)(o-tolyl)methyl)cyclopentane-1,2-dicarboxamide C(#N)NC(=O)[C@@H]1[C@@H](CCC1)C(=O)N[C@@H](C1=C(C=CC=C1)C)C1=CC=C(C=C1)C(C)C